methyl (2S)-2-(tert-butoxycarbonylamino)-2-spiro[2.3]hexan-5-yl-acetate C(C)(C)(C)OC(=O)N[C@H](C(=O)OC)C1CC2(CC2)C1